rac-methyl 4-{[3-(4-{[(3R,4S)-3-fluoro-1-methylpiperidin-4-yl]amino}-1-(2,2,2-trifluoroethyl)-1H-indol-2-yl)prop-2-yn-1-yl]amino}-3-methoxybenzoate F[C@@H]1CN(CC[C@@H]1NC1=C2C=C(N(C2=CC=C1)CC(F)(F)F)C#CCNC1=C(C=C(C(=O)OC)C=C1)OC)C |r|